F[C@](C)(S(=O)(=O)C1=CC(=CC=C1)F)C1CCN(CC1)C(=O)NC1=CC(=NC=C1)[C@@H](C)O 4-((R)-1-fluoro-1-((3-fluorophenyl)sulfonyl)ethyl)-N-(2-((R)-1-hydroxyethyl)pyridin-4-yl)piperidine-1-carboxamide